1,3-difluoro-5-methylsulfonylbenzene FC1=CC(=CC(=C1)S(=O)(=O)C)F